ethyl 1-[2-[3-[4-(cyclopropylcarbamoyl)-3-(difluoromethoxy)-5-methoxy-phenyl]imidazo[1,2-a]pyridin-7-yl]oxyethyl]-4-fluoro-piperidine-4-carboxylate C1(CC1)NC(=O)C1=C(C=C(C=C1OC)C1=CN=C2N1C=CC(=C2)OCCN2CCC(CC2)(C(=O)OCC)F)OC(F)F